C(CCCCCCCCCCC)C1=C(C(=CC(=C1SC)CCCCCCCCC)CCCCCCCCCCCC)O 2,6-didodecylmethylthio-4-nonylphenol